FC=1C=C(C=CC1OC)C1=CN=C2N1C=CN=C2NC2=CC(=C(C(=O)N(C)CCN1C=NC=C1)C=C2)C 4-[[3-(3-fluoro-4-methoxy-phenyl)imidazo[1,2-a]pyrazin-8-yl]amino]-N-(2-imidazol-1-ylethyl)-N,2-dimethyl-benzamide